2-[4-[2,3-difluoro-4-(3,4,5-trifluorophenyl)phenyl]cyclohex-3-en-1-yl]-5-propyltetrahydropyran FC1=C(C=CC(=C1F)C1=CC(=C(C(=C1)F)F)F)C1=CCC(CC1)C1OCC(CC1)CCC